2,2-bis[4-(4-amino-2-trifluoromethylphenoxy)-phenyl]propane NC1=CC(=C(OC2=CC=C(C=C2)C(C)(C)C2=CC=C(C=C2)OC2=C(C=C(C=C2)N)C(F)(F)F)C=C1)C(F)(F)F